C12N(CCCNC2C1)C(=O)C1=CC(=C(C(=C1)OC)S(=O)(=O)N)OC 4-(2,6-diazabicyclo[5.1.0]octane-2-carbonyl)-2,6-dimethoxybenzenesulfonamide